1,1,1-Triacetoxy-1,1-Dihydro-1,2-Benziodoxol-3(1h)-One CC(=O)OI1(C2=CC=CC=C2C(=O)O1)(OC(=O)C)OC(=O)C